5-(5-((3,6-difluoro-4-oxo-4,5-dihydropyrazolo[1,5-a]quinoxalin-7-yl)methyl)-5,6-dihydro-4H-furo[2,3-c]pyrrol-2-yl)-6-fluoro-N-methylpicolinamide FC=1C=NN2C1C(NC1=C(C(=CC=C21)CN2CC1=C(C2)C=C(O1)C=1C=CC(=NC1F)C(=O)NC)F)=O